2,2-diethyl-6-(3-(furan-2-yl)-1,2,4-oxadiazol-5-yl)chroman-4-one C(C)C1(OC2=CC=C(C=C2C(C1)=O)C1=NC(=NO1)C=1OC=CC1)CC